CN(C=1SC(=C2C1OCCO2)\C=C/2\C(=NOC2=O)C(F)(F)F)C (Z)-4-((7-(dimethylamino)-2,3-dihydrothieno[3,4-b][1,4]dioxin-5-yl)methylene)-3-(trifluoromethyl)isoxazol-5(4H)-one